NC1=CC(=C(OC=2C(=CC(NN2)=O)C)C(=C1)Cl)Cl 6-(4-amino-2,6-dichlorophenoxy)-5-methylpyridazin-3(2H)-one